5-amino-3-fluoro-N,N,2,4-tetramethylbenzamide NC=1C(=C(C(=C(C(=O)N(C)C)C1)C)F)C